2-(PHENYLTHIO)ETHANAMINE C1(=CC=CC=C1)SCCN